ClC=1C(=CC(=C(C(=O)NC=2C=C(C=CC2)[S@](=O)(C)=NC(C(C)(C)NC(OC(C)(C)C)=O)=O)C1)OC=1C(=NC(=CC1)F)C)C(F)(F)F tert-butyl (R)-(1-(((3-(5-chloro-2-((6-fluoro-2-methylpyridin-3-yl)oxy)-4-(trifluoromethyl)benzamido) phenyl)(methyl)(oxo)-λ6-sulfaneylidene)amino)-2-methyl-1-oxopropan-2-yl)carbamate